C1(=CC=CC=C1)C(C(=O)OCC(C(COC(C1=CC=CC=C1)=O)C)C)=O 2,3-dimethyl-1,4-butanediol benzoate phenylglyoxylate